CN(CCC(C=C)=O)C 5-(dimethylamino)pent-1-en-3-one